2-bromo-6-(2-hydroxypropan-2-yl)pyridin-1-ium-1-olate BrC1=[N+](C(=CC=C1)C(C)(C)O)[O-]